N-[(1S)-1-(dicyclopropylmethyl)-2-[[5-(2,5-dimethyl-1-oxido-pyridin-1-ium-3-yl)-6-fluoro-2-pyridyl]amino]-2-oxo-ethyl]-3-isopropyl-isoxazole-4-carboxamide C1(CC1)C([C@@H](C(=O)NC1=NC(=C(C=C1)C=1C(=[N+](C=C(C1)C)[O-])C)F)NC(=O)C=1C(=NOC1)C(C)C)C1CC1